N-((3R,4S)-3-((((1s,4S)-4-(1-methyl-1H-pyrazolo[3,4-c]pyridin-5-yl)cyclohexyl)oxy)methyl)-1-(pyridin-2-yl)piperidin-4-yl)methanesulfonamide CN1N=CC=2C1=CN=C(C2)C2CCC(CC2)OC[C@@H]2CN(CC[C@@H]2NS(=O)(=O)C)C2=NC=CC=C2